butenetricarboxylic acid, diglycidyl ester C(C=CC)(C(=O)OCC1CO1)(C(=O)OCC1CO1)C(=O)[O-]